(2-(4-((2,3-dihydrobenzo[b][1,4]dioxin-2-yl)methyl)piperazin-1-yl)-3-fluorophenyl)methanol O1C2=C(OCC1CN1CCN(CC1)C1=C(C=CC=C1F)CO)C=CC=C2